C1(CC1)C=1C=CC=2N(C1)C=C(N2)CN2N=NC(=C2)C(=O)NCC2=C(C=CC(=C2F)OC)C2=CC=C(C=C2)C(=O)OC methyl 2'-((1-((6-cyclopropylimidazo[1,2-a]pyridin-2-yl)methyl)-1H-1,2,3-triazole-4-carboxamido)methyl)-3'-fluoro-4'-methoxy-[1,1'-biphenyl]-4-carboxylate